(R)-2-methyl-3-oxohexahydroimidazo[1,5-a]pyrazine-7(1H)-carboxylic acid tert-butyl ester C(C)(C)(C)OC(=O)N1C[C@@H]2N(CC1)C(N(C2)C)=O